5-(m-tolyl)-5H-pyrido[3'',4'':4',5']pyrrolo[3',2':4,5]imidazo[1,2-c]pyrimidine C1(=CC(=CC=C1)N1C2=C(C=3N=C4N(C=NC=C4)C31)C=NC=C2)C